4-hexyl-4-((6aR,10aR)-1-hydroxy-6,6,9-trimethyl-6a,7,10,10a-tetrahydro-6H-benzo[c]chromen-3-yl)oxetan-2-one C(CCCCC)C1(CC(O1)=O)C1=CC(=C2[C@H]3[C@H](C(OC2=C1)(C)C)CC=C(C3)C)O